2,3',5'-trifluoro-[1,1'-biphenyl] FC1=C(C=CC=C1)C1=CC(=CC(=C1)F)F